3-(2-methoxypyridin-4-yl)propan-1-amine TFA salt OC(=O)C(F)(F)F.COC1=NC=CC(=C1)CCCN